NC1=C(C=2C(=NC=C(C2S1)F)C=1C2=C(C=3C=NC(=NC3C1F)N1C[C@@H](CC1)N([C@H]1CN(CC1)C)C)COC2)C#N 2-Amino-7-fluoro-4-(5-fluoro-3-((R)-3-(methyl((R)-1-methylpyrrolidin-3-yl)amino)pyrrolidin-1-yl)-7,9-dihydrofuro[3,4-f]quinazolin-6-yl)thieno[3,2-c]pyridine-3-carbonitrile